C1=CC=CC=2C1=C1C=C3C=CC=CC3=CC1=CC2 benzo(a)anthracen